FC(C(=O)O)(F)F.ClC1C(NCN1CC(F)(F)F)CSC1NC(C2C(N1)CCC2)O 2-({[5-chloro-1-(2,2,2-trifluoroethyl)imidazolidin-4-yl]methyl}sulfanyl)-octahydro-1H-cyclopenta[d]pyrimidin-4-ol trifluoroacetate salt